NC1=CC=C(C=N1)C=1C=CC=C2C=NC=NC12 8-(6-aminopyridin-3-yl)quinazolin